CN1C(N(C=C1)C)C 1,2,3-trimethyl-imidazole